C(C)(C)(C)OC(=O)N1CCN(CC1)C=1C=CC2=C3N(N=C2C1)[C@@H](CN(C3)C3=C1C=CC=NC1=C(C=C3)C#N)C (R)-4-(2-(8-cyanoquinoline-5-yl)-4-methyl-1,2,3,4-tetrahydropyrazino[1,2-b]indazol-8-yl)piperazine-1-carboxylic acid tert-butyl ester